COC(=O)C1C(C(C(CO1)CC(=O)O)CC(=O)O)CC(=O)O 6-(methoxycarbonyl)tetrahydro-2H-pyran-3,4,5-triacetic acid